3-(3-(5-methyl-2-(3,3,3-trifluoropropoxy)phenyl)-4-oxothiazolidin-2-ylidene)urea CC=1C=CC(=C(C1)N1C(SCC1=O)=NC(N)=O)OCCC(F)(F)F